ClC1=C(C=CC2=C1C(=NC(C=N2)C)C2=C(C=CC(=C2)OC)F)Cl 6,7-Dichloro-5-(2-fluoro-5-methoxy-phenyl)-3-methyl-3H-1,4-benzodiazepine